C(C)(C)(C)C1=CC2=C(C([C@H](N(CC2)S(=O)(=O)C2=CC=C(C=C2)C)CC(C)C)O)C=C1 (2R)-7-tert-butyl-2-isobutyl-3-(p-tolylsulfonyl)-1,2,4,5-tetrahydro-3-benzazepin-1-ol